C(C)(=O)OC(C=C)(CC\C=C(/CCC=C(C)C)\C)C (Z)-3,7,11-trimethyldodeca-1,6,10-trien-3-yl acetate